F[B-](F)(F)F.F[B-](F)(F)F.C[N+]1=C(SC2=C1C=CC=C2)C2=CC=[N+](C=C2)C2=CC=CC=C2 3-Methyl-2-(1-phenylpyridin-1-ium-4-yl)benzothiazol-3-ium bis(tetrafluoroborate)